5-methyl-3-(methylsulfonylamino)pyrrolidine-1-carboxylic acid 1,1-difluoropropan-2-yl ester FC(C(C)OC(=O)N1CC(CC1C)NS(=O)(=O)C)F